1-eicosanoyl-2-(11Z-docosenoyl)-glycero-3-phospho-(1'-sn-glycerol) CCCCCCCCCCCCCCCCCCCC(=O)OC[C@H](COP(=O)(O)OC[C@H](CO)O)OC(=O)CCCCCCCCC/C=C\CCCCCCCCCC